N'-acetyl-4-amino-7-fluoro-N',1-dimethyl-N-((5-(trifluoromethyl)pyridin-2-yl)methyl)-1H-pyrazolo[4,3-c]quinoline-8-carbohydrazide C(C)(=O)N(N(C(=O)C1=CC=2C3=C(C(=NC2C=C1F)N)C=NN3C)CC3=NC=C(C=C3)C(F)(F)F)C